7-fluoro-3-((R)-5-(hydroxymethyl)-2-oxothiazol-3-yl)benzo[d]isoxazole-5-carbaldehyde FC1=CC(=CC=2C(=NOC21)N2C(SC(=C2)CO)=O)C=O